(1-cyclopropyl-1-(3-((3-((diisopropylamino)methyl)-4-(5-fluoro-2-methoxypyridin-4-yl)benzyl)oxy)phenyl)-2-methylpropan-2-yl)phosphonic acid C1(CC1)C(C(C)(C)P(O)(O)=O)C1=CC(=CC=C1)OCC1=CC(=C(C=C1)C1=CC(=NC=C1F)OC)CN(C(C)C)C(C)C